2-[4-(morpholine-4-carbonyl)piperidin-1-yl]aniline N1(CCOCC1)C(=O)C1CCN(CC1)C1=C(N)C=CC=C1